C(CCCCCCC\C=C/C\C=C/CCCCC)C1(OCC(O1)CCN(C)C)CCCCCCCC\C=C/C\C=C/CCCCC 2,2-dilinoleyl-4-dimethylaminoethyl[1,3]-dioxolane